CN1S(CC2=C1C=CC(=C2)N)(=O)=O 1-methyl-2,2-dioxo-3H-2,1-benzothiazol-5-amine